NC1(C(C(CCC1)O)=O)C1=CC(=CC(=C1)OC)OC 2-amino-2-(3,5-dimethoxyphenyl)-6-hydroxycyclohexane-1-one